FC(CN1N=CC(=C1)C=1C=CC(=NC1C1=CC=2N(C=C1)C=CN2)C#N)(C(C(F)(F)F)(F)F)F 5-[1-(2,2,3,3,4,4,4-heptafluorobutyl)-1H-pyrazol-4-yl]-6-imidazo[1,2-a]pyridin-7-ylpyridine-2-carbonitrile